CC=1C=C(C=C(C1)C(=O)NNS(=O)(=O)C1=CC(=CC=C1)C(NC)=O)C1=NC=CC(=C1)CNC(OC(C)(C)C)=O tert-butyl ((2-(3-methyl-5-(2-((3-(methylcarbamoyl) phenyl) sulfonyl) hydrazine-1-carbonyl)phenyl)pyridin-4-yl)methyl)carbamate